(4-fluoropiperidin-4-yl)methanol FC1(CCNCC1)CO